CC1(OB(OC1(C)C)C1=CC=C(S1)CO)C (5-(4,4,5,5-tetramethyl-1,3,2-dioxaborolan-2-yl)thiophen-2-yl)methanol